N1C(=NC2=C1C=CC=C2)CCNNC(=S)NC2=C(C=CC=C2)Cl 1-[2-(1H-benzimidazol-2-yl)ethylamino]-3-(2-chlorophenyl)thiourea